4-chloro-7,7-dimethyl-10-(4,4,5,5-tetramethyl-1,3,2-dioxaborolan-2-yl)indolo[1,2-a]quinazolin-5(7H)-one ClC=1C=2C(N=C3N(C2C=CC1)C1=CC(=CC=C1C3(C)C)B3OC(C(O3)(C)C)(C)C)=O